t-butyl 4-(4-amino-phenyl)-piperazine-1-carboxylate NC1=CC=C(C=C1)N1CCN(CC1)C(=O)OC(C)(C)C